FC1=C(CC2(CCC2)CNC(=O)C=2NC(C=NC2)=O)C=CC(=C1)F N-((1-(2,4-difluorobenzyl)cyclobutyl)methyl)-6-oxo-1,6-dihydropyrazine-2-carboxamide